(R)-N'-((3-cyclopropyl-2-ethyl-6,7-dihydro-5H-cyclopenta[b]pyridin-4-yl)carbamoyl)-3-fluoro-5-(2-hydroxypropan-2-yl)thiophene-2-sulfonimidamide C1(CC1)C=1C(=C2C(=NC1CC)CCC2)NC(=O)N=[S@](=O)(N)C=2SC(=CC2F)C(C)(C)O